9,9-dimethyl-N-(4-naphthyl)phenyl-N-phenyl-9H-fluoren-2-amine CC1(C2=CC=CC=C2C=2C=CC(=C(C12)C1=CC=CC=C1)N(C1=CC=CC=C1)C1=CC=CC2=CC=CC=C12)C